FC(C1=NC(=NO1)C1=CC=C(C=C1)C(C)=O)(F)F 4-(5-(trifluoromethyl)-1,2,4-oxadiazol-3-yl)phenylethan-1-on